Br.C(C=C)(=O)N acrylamide hydrobromide